manganese (III) tris(ethylacetoacetate) C(C)CC(CC(=O)[O-])=O.C(C)CC(CC(=O)[O-])=O.C(C)CC(CC(=O)[O-])=O.[Mn+3]